C(C)(C)(C)OC(=O)N1CCC(CC1)[C@@H]1[C@@H](C1)CCO 4-((1R,2S)-2-(2-hydroxyethyl)cyclopropyl)piperidine-1-carboxylic acid tert-butyl ester